6-((4-(hydroxymethyl)phenyl)amino)-5-nitro-[2,3'-bipyridine]-4'-carbonitrile OCC1=CC=C(C=C1)NC1=C(C=CC(=N1)C=1C=NC=CC1C#N)[N+](=O)[O-]